(S)-3-(1H-benzo[d]imidazol-6-yl)-4-(4-propoxyphenyl)oxazolidin-2-one N1C=NC2=C1C=C(C=C2)N2C(OC[C@@H]2C2=CC=C(C=C2)OCCC)=O